fluoromethyl-boric acid FCOB(O)O